CCC(C=1NC=CN1)NC(CCCCC(=O)N)=O N'-(2-methyl-1-imidazolylethyl)-adipamide